3-((cis)-3,3-difluorohexahydropyrrolo[3,4-b]pyrrol-5(1H)-yl)-2,2-dimethylpropionic acid FC1([C@H]2[C@@H](NC1)CN(C2)CC(C(=O)O)(C)C)F